Diethyl (2-((1R,2R,3S,4R)-4-(2,4-dioxo-3,4-dihydropyrimidin-1(2H)-yl)-2-hydroxy-3-methoxycyclopentyl)ethyl)phosphonate O=C1N(C=CC(N1)=O)[C@H]1[C@@H]([C@@H]([C@H](C1)CCP(OCC)(OCC)=O)O)OC